NC(CO)(CO)C#CC1=CC(=NO1)CCCCCCCCCC 2-amino-2-((3-decylisoxazol-5-yl)ethynyl)propane-1,3-diol